OC(CC)S(=O)(=O)NC1CC(C1)N(C=1C2=C(N=CN1)NC=C2)C hydroxy-N-(3-(methyl-(7H-pyrrolo[2,3-d]pyrimidin-4-yl)amino)cyclobutyl)propane-1-sulfonamide